2-fluoro-2'-deoxyadenosine FC=1N=C(C=2N=CN([C@H]3C[C@H](O)[C@@H](CO)O3)C2N1)N